4-(4-Hydroxy-phenyl)-piperazine-1-carboxylic Acid tert-butyl Ester C(C)(C)(C)OC(=O)N1CCN(CC1)C1=CC=C(C=C1)O